FC(C=1C=C(C=C(C1)C(F)(F)F)N(C1=NOC2=C1C=CC=C2)C2=CC=CC=C2)(F)F N-(3,5-bis(trifluoromethyl)phenyl)-N-phenylbenzo[d]isoxazol-3-amine